C(C)O[Si](CCCC(C(N)CCC[Si](OCC)(OCC)OCC)N)(OCC)OCC bis[3-(triethoxysilyl)propyl]-1,2-ethanediamine